C(C)OC(\C=C\C1=CC=2C(=NC=CC2)S1)=O.FC(C=1C=C(C=CC1F)C=1C=C2C(=NC1)C(=NN2CC(=O)N2C[C@H](CC2)NC(C)=O)F)F (S)-N-(1-(2-(6-(3-(Difluoromethyl)-4-fluorophenyl)-3-fluoro-1H-pyrazolo[4,3-b]pyridin-1-yl)acetyl)pyrrolidin-3-yl)acetamide Ethyl-(E)-3-(thieno[2,3-b]pyridin-2-yl)acrylate